(R)-3-fluoropiperidine hydrochloric acid salt Cl.F[C@H]1CNCCC1